CN(C([C@H](N)C)=O)C N,N-dimethyl-D-alaninamide